BrC=1C=C(C=CC1F)NC(=NO)C=1C(=NON1)SCC(=O)N 2-({4-[N-(3-bromo-4-fluorophenyl)-N'-hydroxycarbamimidoyl]-1,2,5-oxadiazol-3-yl}sulfanyl)acetamide